7,7,10,10-tetramethyl-7,8,9,10-tetrahydronaphtho[2,3-b]benzofuran-3-ol CC1(CCC(C2=CC3=C(OC4=C3C=CC(=C4)O)C=C12)(C)C)C